n-propyl-lauroyl-glycine C(CC)N(CC(=O)O)C(CCCCCCCCCCC)=O